CC1=C(CNC=2C=3N(C4=CC(=CC=C4N2)C(=O)N(CC2=NC=C(C=C2)C(F)(F)F)CC(C)C)C=NC3C)C=CC(=C1)C 4-((2,4-dimethylbenzyl)amino)-N-isobutyl-3-methyl-N-((5-(trifluoromethyl)pyridin-2-yl)methyl)imidazo[1,5-a]quinoxaline-8-carboxamide